methyl 8-(4-(((oxazol-5-ylmethoxy)carbonyl)amino)benzyl)-3-azabicyclo[3.2.1]octane-3-carboxylate O1C=NC=C1COC(=O)NC1=CC=C(CC2C3CN(CC2CC3)C(=O)OC)C=C1